O=C(OCC1=CC=CC=C1)CCOCCOCCOCCC 3-oxo-1-phenyl-2,6,9,12-tetraoxapentadecane